(1-((2-hydroxyethyl)amino)-1,5-dioxo-5-(tritylamino)pentan-2-yl)carbamic acid tert-butyl ester C(C)(C)(C)OC(NC(C(=O)NCCO)CCC(NC(C1=CC=CC=C1)(C1=CC=CC=C1)C1=CC=CC=C1)=O)=O